(S)-5-((S)-5-Chloro-6-fluoro-2-((methylamino)methyl)-2-phenyl-2,3-dihydrobenzofuran-4-yl)-4-fluoro-1-methylindoline-6-carboxamide ClC=1C(=CC2=C(C[C@](O2)(C2=CC=CC=C2)CNC)C1C=1C(=C2CCN(C2=CC1C(=O)N)C)F)F